(2R)-1-benzyl-2-methyl-pyrrolidine-2-carbaldehyde C(C1=CC=CC=C1)N1[C@](CCC1)(C=O)C